(2,2-difluorocyclopropyl)-1H-pyrazole FC1(C(C1)N1N=CC=C1)F